4-cyano-2,3-dihydro-1H-indene-1-nitrile C(#N)C1=C2CCC(C2=CC=C1)C#N